C(C)(=O)N1[C@H](CCC2=CC(=CC=C12)C1=CC=C(CN(C(C)=O)CC2=C(C=3N=C(N=C(C3S2)N2CCOCC2)C=2C=NC(=NC2)N)C)C=C1)C (S)-N-(4-(1-Acetyl-2-methyl-1,2,3,4-tetrahydroquinolin-6-yl)benzyl)-N-((2-(2-aminopyrimidin-5-yl)-7-methyl-4-morpholinothieno[3,2-d]pyrimidin-6-yl)methyl)acetamide